OC1=CC=C(C=C1)S(F)(F)(F)(F)F 4-Hydroxyphenylsulfur pentafluoride